(3R)-3-[(pyridin-2-yl)-amino]hexanoic acid N1=C(C=CC=C1)N[C@@H](CC(=O)O)CCC